6-methyl-4-(4,4,5,5-tetramethyl-1,3,2-dioxaborolan-2-yl)-5-(trifluoromethyl)pyridin-2-amine CC1=C(C(=CC(=N1)N)B1OC(C(O1)(C)C)(C)C)C(F)(F)F